[5-(trifluoromethyl)-3-pyridinyl]Glyoxime FC(C=1C=C(C=NC1)C(=NO)C=NO)(F)F